2-(6-Chloro-3,4-dihydro-1H-pyrido[3,4-b]indol-2(9H)-yl)-1-(3,4-dichlorophenyl)ethanol formate C(=O)OC(CN1CC=2NC3=CC=C(C=C3C2CC1)Cl)C1=CC(=C(C=C1)Cl)Cl